methyl 4-(((trifluoromethyl)sulfonyl)oxy)-2,3-Dihydro-1H-cyclopenta[c]quinoline-8-carboxylate FC(S(=O)(=O)OC1=NC=2C=CC(=CC2C2=C1CCC2)C(=O)OC)(F)F